CC1=CC(=NN1C1=NC(=CC=C1C(C(F)(F)F)=O)N1C=NC2=C1C=CC(=C2)NC=2N=NC(=CC2)C)C#N 5-methyl-1-[6-[5-[(6-methylpyridazin-3-yl)amino]benzimidazol-1-yl]-3-(2,2,2-trifluoroacetyl)-2-pyridyl]pyrazole-3-carbonitrile